2-((4-(4-chloro-2-fluorophenyl)-1-ethyl-1H-1,2,3-triazol-5-yl)methyl)-5-(1-cyclopropyl-1H-pyrazol-4-yl)pyridazin-3(2H)-one ClC1=CC(=C(C=C1)C=1N=NN(C1CN1N=CC(=CC1=O)C=1C=NN(C1)C1CC1)CC)F